P(=O)(OC[C@]1(OC([C@@H]([C@@H]1O)O)C1=CC=C2C(=NC=NN21)N)C#N)(OC[C@H](CCCCCCCCCCCCCCCCC)OCC2=CC(=CC(=C2)F)C#N)O ((2R,3S,4R)-5-(4-aminopyrrolo[2,1-f][1,2,4]triazin-7-yl)-2-cyano-3,4-dihydroxytetrahydrofuran-2-yl)methyl ((S)-2-((3-cyano-5-fluorobenzyl)oxy) nonadecyl) hydrogen phosphate